6-methyl-2-(5-methylfuran-2-yl)quinoline-4-carboxylic acid CC=1C=C2C(=CC(=NC2=CC1)C=1OC(=CC1)C)C(=O)O